C(C)OC(=O)C1=NN(C2=C1CN(CC2)CC2=CC=CC=C2)CC2=CC=C(C=C2)OC 5-benzyl-1-(4-methoxybenzyl)-4,5,6,7-tetrahydro-1H-pyrazolo[4,3-c]pyridine-3-carboxylic acid ethyl ester